Trimethoxy-(3,3,3-trifluoropropyl)silane CO[Si](CCC(F)(F)F)(OC)OC